(E)-N-((5-fluoro-2-methoxypyridin-3-yl)methylene)-2-methylpropan-2-sulfinamide FC=1C=C(C(=NC1)OC)\C=N\S(=O)C(C)(C)C